COC1=C(CC2=NC(=C(C(=N2)O)OC2=C(C=CC=C2)OC)O)C=CC=C1 2-(2-methoxybenzyl)-5-(2-methoxyphenoxy)pyrimidine-4,6-diol